8-(4-(bis(4-fluorophenyl)methyl)-2-cyanopiperazin-1-yl)-5-methyl-6-oxo-5,6-dihydro-1,5-naphthyridine-2-carbonitrile FC1=CC=C(C=C1)C(N1CC(N(CC1)C1=CC(N(C=2C=CC(=NC12)C#N)C)=O)C#N)C1=CC=C(C=C1)F